1-(4-fluorobenzyl)-6-oxo-1,6-dihydropyridazine FC1=CC=C(CN2N=CC=CC2=O)C=C1